C(C1=CC=CC=C1)OC(CC[C@H]1N=C([C@@H](N=C1OC)C(C)C)OC)CCBr (2R,5S)-2-(3-(benzyloxy)-5-bromopentyl)-5-isopropyl-3,6-dimethoxy-2,5-dihydropyrazine